C(C)(C)(C)OC(NC1=CC(=CC(=C1)C(C(C)(C)O)(F)F)C(C)=O)=O (3-acetyl-5-(1,1-difluoro-2-hydroxy-2-methylpropyl)phenyl)carbamic acid tert-butyl ester